ClC1=CC2=C(NC(=N2)CNC2=NC(=NC=3N2N=CC3C=3C=NN(C3)C(F)F)N3[C@@H](COCC3)CO)C=C1Cl (R)-(4-(4-(((5,6-dichloro-1H-benzo[d]imidazol-2-yl)methyl)amino)-8-(1-(difluoromethyl)-1H-pyrazol-4-yl)pyrazolo[1,5-a][1,3,5]triazin-2-yl)morpholin-3-yl)methanol